2-methoxy-4-{4-[4-(4-methoxybutoxy)phenyl]phenyl}phenol COC1=C(C=CC(=C1)C1=CC=C(C=C1)C1=CC=C(C=C1)OCCCCOC)O